NC1=NN2C(N=CC=C2)=C1C(=O)N[C@H](C)C1N(C(C2=C(C=CC=C2C1=O)C#CC=1C=NN(C1)C)=O)C1=CC=CC=C1 2-amino-N-((1R)-1-(8-((1-methyl-1H-pyrazol-4-yl)ethynyl)-1,4-dioxo-2-phenyl-1,2,3,4-tetrahydroisoquinolin-3-yl)ethyl)pyrazolo[1,5-a]pyrimidine-3-carboxamide